[1,2,4]triazolo[4,3-a]quinazoline-8-carbaldehyde C1=NN=C2N1C1=CC(=CC=C1C=N2)C=O